2-fluoro-2-methyl-propanoic acid FC(C(=O)O)(C)C